3-Aminopropyldimethylmethoxysilane NCCC[Si](OC)(C)C